FC=1C=C2C(=NNC2=CC1OCCOC)C1=CC(=NO1)C1=CC=C(C(=O)NC2CN(C2)C)C=C1 4-{5-[5-Fluoro-6-(2-methoxyethoxy)-1H-indazol-3-yl]-1,2-oxazol-3-yl}-N-(1-methylazetidin-3-yl)benzamid